CN1C(N(C2=NC=C(C=C21)C#N)C=2C=NC(=CC2)N[C@@H]2C[C@H](CC2)NC=2N=NC(=CN2)C)=O 1-Methyl-3-(6-(((1S,3S)-3-((6-methyl-1,2,4-triazin-3-yl)amino)cyclopentyl)amino)pyridin-3-yl)-2-oxo-2,3-dihydro-1H-imidazo[4,5-b]pyridine-6-carbonitrile